C(C)OC(=O)C1=C(C2=C(S1)C(=CC=C2Br)F)C2=NC1=C(N2)C(=C(C=C1)C(N)=O)OCC 4-bromo-3-(6-carbamoyl-7-ethoxy-1H-benzo[d]imidazol-2-yl)-7-fluoro-benzo[b]thiophene-2-carboxylic acid ethyl ester